ethyl 6-chloro-1-(oxetan-3-yl)-3-(trifluoromethyl)-1H-pyrazolo[3,4-b]pyridine-4-carboxylate ClC=1C=C(C2=C(N1)N(N=C2C(F)(F)F)C2COC2)C(=O)OCC